(1'S,2'S)-5'-(hydroxymethyl)-2'-isopropyl-4-pentyl-1',2',3',4'-tetrahydro-[1,1'-biphenyl]-2,6-diol OCC=1CC[C@H]([C@@H](C1)C=1C(=CC(=CC1O)CCCCC)O)C(C)C